2-amino-3-(4-methylpyridyl)-5-bromopyrazine NC1=NC=C(N=C1C1=NC=CC(=C1)C)Br